ClC1=C(C=CC=C1)C(CC)O 1-(2-chlorophenyl)propan-1-ol